FC1(C[C@@H](CCC1)N(C1=C(C=CC=C1)F)C(CC1(CCN(CC1)C(=O)N1CCC2=CC=CC=C12)C(=O)O)=O)F |r| Racemic-4-[2-(N-[3,3-difluorocyclohexyl]-2-fluoro-anilino)-2-oxo-ethyl]-1-(indoline-1-carbonyl)piperidine-4-carboxylic acid